C(C)(C)(C)OC(=O)N1CCC2(C(N(C(N2CC)=O)C2=CC=C(C=C2)C(F)(F)F)=O)CCC1 1-Ethyl-2,4-dioxo-3-(4-(trifluoromethyl)phenyl)-1,3,8-triazaspiro[4.6]undecane-8-carboxylic acid (R)-tert-butyl ester